9-(4-nitro-2-(trifluoromethyl)phenyl)-9H-carbazole [N+](=O)([O-])C1=CC(=C(C=C1)N1C2=CC=CC=C2C=2C=CC=CC12)C(F)(F)F